(R)-2-(6-(4-(1-Methyl-1H-pyrazol-5-yl)-4H-1,2,4-triazol-3-yl)pyridin-2-yl)-4-((methylamino)methyl)-6-(2-methylpyrrolidin-1-yl)-2,3-dihydro-1H-pyrrolo[3,4-c]pyridin-1-one CN1N=CC=C1N1C(=NN=C1)C1=CC=CC(=N1)N1CC=2C(=NC(=CC2C1=O)N1[C@@H](CCC1)C)CNC